NC1=NC=CC(=C1Cl)OC1=C(C=C(C=C1)NC(=O)C=1C(N(C(N(C1)C(C)C)=O)C1=CC=C(C=C1)F)=O)F N-(4-(2-amino-3-chloropyridin-4-yloxy)-3-fluorophenyl)-3-(4-fluorophenyl)-1-isopropyl-2,4-dioxo-1,2,3,4-tetrahydropyrimidine-5-carboxamide